COC=1C=C(CN(C=2OC=C(N2)COCCN2CCOCC2)CC2=CC(=CC=C2)OC)C=CC1 N,N-bis(3-methoxybenzyl)-4-((2-morpholinoethoxy)methyl)oxazol-2-amine